ClC1=CC=C(C=C1)C1=C(C=CC=C1)NC1CCN(CC1)C(=O)C=1C=C2CNC(C2=CC1)=O 5-(4-((4'-chloro-[1,1'-biphenyl]-2-yl)amino)piperidine-1-carbonyl)-1-oxoisoindoline